N-(6-(((6-cyclopropylimidazo[1,2-a]pyridin-2-yl)methyl)amino)-2-(1-hydroxyethyl)pyrimidin-4-yl)acetamide C1(CC1)C=1C=CC=2N(C1)C=C(N2)CNC2=CC(=NC(=N2)C(C)O)NC(C)=O